COC1=C(C=CC(=C1)N1CCC(CC1)N1CCN(CC1)C)NC1=NC=NC(=C1)N1OCC[C@@H]1C1=CC(=CC=C1)OC (R)-N-(2-methoxy-4-(4-(4-methylpiperazin-1-yl)piperidin-1-yl)phenyl)-6-(3-(3-methoxyphenyl)isoxazolidin-2-yl)pyrimidin-4-amine